COC(CCCN(CC1=CC=C(C=C1)OC)C=1C(=C(C(=O)O)C=CC1)C)=O ((4-methoxy-4-oxobutyl)(4-methoxybenzyl)amino)-2-methylbenzoic acid